C(C)(C)(C)C1=C(C(=CC(=C1)CCl)C(C)(C)C1=CC=CC=C1)O 2-(tert-butyl)-4-(chloromethyl)-6-(2-phenylprop-2-yl)phenol